ClC1=CC(=C(C=O)C=C1)C1=C2N=C(C(=NC2=CC=C1)C1=CC=CC=C1)C1=CC=CC=C1 4-chloro-2-(2,3-diphenylquinoxalin-5-yl)benzaldehyde